n-ethyl-6-(5-(2-fluoro-6-methyl-4-((methylamino)methyl)phenyl)-1H-pyrazolo[3,4-c]pyridin-3-yl)-N-methylpyridin-2-amine C(C)N(C1=NC(=CC=C1)C1=NNC2=CN=C(C=C21)C2=C(C=C(C=C2C)CNC)F)C